5-ethanesulfonyl-pyrazolo[1,5-a]pyridine-3-carboxylic acid ethyl ester C(C)OC(=O)C=1C=NN2C1C=C(C=C2)S(=O)(=O)CC